1-(5-Methylisoxazol-3-yl)ethan-1-amine CC1=CC(=NO1)C(C)N